ClC=1C=C2C(=NC(=NC2=C(C1C1=C(C=CC=C1C)O)F)NC1CCN(CC1)C1CC1)N1CCN(CC1)C(C=C)=O 1-(4-(6-chloro-2-(1-cyclopropyl-piperidin-4-ylamino)-8-fluoro-7-(2-hydroxy-6-methylphenyl)quinazolin-4-yl)piperazin-1-yl)prop-2-en-1-one